(S)-8-acetyl-6-((benzo[d]thiazol-7-yl(1-(1-(trifluoromethyl)cyclopropyl)-1H-1,2,3-triazol-4-yl)methyl)amino)-4-(neopentylamino)quinoline-3-carbonitrile C(C)(=O)C=1C=C(C=C2C(=C(C=NC12)C#N)NCC(C)(C)C)N[C@H](C=1N=NN(C1)C1(CC1)C(F)(F)F)C1=CC=CC=2N=CSC21